C(CCCCC)C(COC(CCCCCCCN(CCCCCCCC(=O)OCC(CCCCCCCC)CCCCCC)C1=CC=NC=C1)=O)CCCCCCCC bis(2-hexyldecyl)8,8'-(pyridin-4-ylazanediyl)dioctanoate